n-hexadecanoic acid-(docosahexenoylaminoethyl) ester C(C=CC=CC=CC=CC=CC=CCCCCCCCCC)(=O)NCCOC(CCCCCCCCCCCCCCC)=O